(1R,2S,5S)-3-((S)-2-(2-chloro-2,2-difluoroacetamido)-3,3-dimethylbutyryl)-N-((1S)-1-cyano-2-(2-oxoindol-3-yl)ethyl)-6,6-dimethyl-3-azabicyclo[3.1.0]hexane-2-Formamide ClC(C(=O)N[C@H](C(=O)N1[C@@H]([C@H]2C([C@H]2C1)(C)C)C(=O)N[C@@H](CC=1C(N=C2C=CC=CC12)=O)C#N)C(C)(C)C)(F)F